(S)-N-(4-(5-(4-(2-oxa-5-azaspiro[3.4]octane-5-carbonyl)cyclohexan-1-yl)-4-amino-7-methyl-7H-pyrrolo[2,3-d]pyrimidin-6-yl)-3-fluorophenyl)methacrylamide C1OCC12N(CCC2)C(=O)C2CCC(CC2)C2=C(N(C=1N=CN=C(C12)N)C)C1=C(C=C(C=C1)NC(C(=C)C)=O)F